2-(oxetan-3-yl)-2,7-diazaspiro[3.5]nonane O1CC(C1)N1CC2(C1)CCNCC2